chloro-N-(4-(1,2-dimethyl-1H-imidazol-5-yl)-2-methoxyphenyl)-6-methylpyrido[3,4-d]pyrimidin-2-amine ClC=1C2=C(N=C(N1)NC1=C(C=C(C=C1)C1=CN=C(N1C)C)OC)C=NC(=C2)C